isopropoxybismuth C(C)(C)O[Bi]